C(C)N1C(CC2(CN(C2=O)CC2=CC=C(C=C2)OC)CC1)=O 7-ethyl-2-(4-methoxybenzyl)-2,7-diazaspiro[3.5]nonane-1,6-dione